(S)-2-(3-(4-fluorophenyl)propanamido)-4-((2-methoxyethyl)((1-(2-(5,6,7,8-tetrahydro-1,8-naphthyridin-2-yl)ethyl)cyclopropyl)methyl)amino)butanoic acid FC1=CC=C(C=C1)CCC(=O)N[C@H](C(=O)O)CCN(CC1(CC1)CCC1=NC=2NCCCC2C=C1)CCOC